FC1(CCN(CC1)S(=O)(=O)C1=C(C=CC=C1)C1=CC(=CC=C1)OC)C(=O)N[C@@H](C)\C=C/S(=O)(=O)C (S,Z)-4-fluoro-1-((3'-methoxy-[1,1'-biphenyl]-2-yl)sulfonyl)-N-(4-(methylsulfonyl)but-3-en-2-yl)piperidine-4-carboxamide